BrC1=C(C=C(C(=C1)[N+](=O)[O-])F)C(C(=O)O)C (2-bromo-5-fluoro-4-nitrophenyl)propanoic acid